The molecule is an L-cysteine derivative that is the amide obtained by formal condensation of the carboxy group of L-cysteine with the amino group of 2-naphthylamine. It has a role as a chromogenic compound and a human xenobiotic metabolite. It is an amino acid amide, a N-(2-naphthyl)carboxamide and a L-cysteine derivative. C1=CC=C2C=C(C=CC2=C1)NC(=O)[C@H](CS)N